4,4'-bis(4-maleimidophenoxy)biphenyl C1(C=CC(N1C1=CC=C(OC2=CC=C(C=C2)C2=CC=C(C=C2)OC2=CC=C(C=C2)N2C(C=CC2=O)=O)C=C1)=O)=O